5-(4-((4-Methoxypyridin-2-yl)methoxy)phenyl)-2-oxo-6-(trifluoromethyl)-1,2-dihydropyridine-3-carboxamide COC1=CC(=NC=C1)COC1=CC=C(C=C1)C=1C=C(C(NC1C(F)(F)F)=O)C(=O)N